[N+](=O)([O-])C1=CC=C(C=C1)C1=CC=C(O1)C=NN1C(C2=CC=CC=C2C1=O)=O 2-(((5-(4-nitrophenyl)furan-2-yl)methylene)amino)isoindole-1,3-dione